BrC=1C=C(C[C@@H]2N(CC[C@@H]2NS(=O)(=O)C)C(=O)OC(C)(C)C)C=CC1 tert-butyl (2S,3S)-2-(3-bromobenzyl)-3-(methylsulfonamido)pyrrolidine-1-carboxylate